C(C)(C)(C)OC(=O)N1CCC(CC1)C(C(=O)O)CCO[Si](C)(C)C(C)(C)C 2-(1-(tert-butoxycarbonyl)piperidin-4-yl)-4-((tert-butyldimethylsilyl)oxy)butanoic acid